2-((4-fluoro-2-methylphenyl)amino)-N-(pyridazin-4-yl)-5-(trifluoromethyl)benzamide FC1=CC(=C(C=C1)NC1=C(C(=O)NC2=CN=NC=C2)C=C(C=C1)C(F)(F)F)C